FC(C=1C=CC(=NC1)C1CCN(CC1)C(=O)O[C@H](CC1=CNC(C(=C1)C(F)(F)F)=O)C)(F)F (S)-1-(6-oxo-5-(trifluoromethyl)-1,6-dihydropyridin-3-yl)propan-2-yl 4-(5-(trifluoromethyl)pyridine-2-yl)piperidine-1-carboxylate